1-[(3bR,4aR)-1-{2-[4-(2,3-dimethylphenyl)piperazin-1-yl]-2-oxoethyl}-3b,4,4a,5-tetrahydro-1H-cyclopropa[3,4]cyclopenta[1,2-c]pyrazol-3-carbonyl]-N-methylpiperidine-4-carboxamide CC1=C(C=CC=C1C)N1CCN(CC1)C(CN1N=C(C2=C1C[C@@H]1[C@H]2C1)C(=O)N1CCC(CC1)C(=O)NC)=O